N1=C(C=CC=C1)C(CC(C)=O)=O 1-(2-pyridyl)-1,3-butanedione